ClC1=C(C(=O)N2CC3=CC=CC(=C3CC2)[C@H](CC(=O)O)C2=CC3=C(N(N=N3)C)C(=C2)OC)C=CC(=C1)OCC (R)-3-[2-(2-chloro-4-ethoxybenzoyl)-1,2,3,4-tetrahydroisoquinolin-5-yl]-3-(7-methoxy-1-methyl-1H-benzo[d][1,2,3]triazol-5-yl)propionic acid